p-vinylbenzenesulfonic acid lithium salt [Li+].C(=C)C1=CC=C(C=C1)S(=O)(=O)[O-]